C(C)(C)(C)ONC1=NC(=NC(=N1)Cl)NC1=CC(=NC=C1)C(F)(F)F (t-butoxyamino)-6-chloro-N-(2-(trifluoromethyl)pyridin-4-yl)-1,3,5-triazin-2-amine